(7-cyano-5-isopropylbenzo[b]thiophen-2-yl)boronic acid C(#N)C1=CC(=CC2=C1SC(=C2)B(O)O)C(C)C